N1=C(C=CC=C1)C=1C=C(C#N)C=CC1 3-(pyridin-2-yl)benzonitrile